6'-(N-ethyl-N-isopentylamino)-3'-methylspiro[phthalide-3,9'-[9H]xanthene] C(C)N(CCC(C)C)C=1C=C2OC=3C=C(C=CC3C3(C2=CC1)OC(=O)C1=CC=CC=C13)C